FC(C1=CC=C(C=C1)C=1C=CC2=C([C@H]3NCC[C@@H]2C3)C1)(F)F (1S,5R)-8-(4-(Trifluoromethyl)phenyl)-2,3,4,5-tetrahydro-1H-1,5-methanobenzo[c]azepine